1-palmitoyl-2-(9'-oxo-nonanoyl)-sn-glycero-3-phosphocholine C(CCCCCCCCCCCCCCC)(=O)OC[C@@H](OC(CCCCCCCC=O)=O)COP(=O)([O-])OCC[N+](C)(C)C